4-[2-[4-[4-[(E)-2-(4-Pyridyl)vinyl]pyrimidin-2-yl]pyrimidin-2-yl]isoindolin-5-yl]morpholine N1=CC=C(C=C1)/C=C/C1=NC(=NC=C1)C1=NC(=NC=C1)N1CC2=CC=C(C=C2C1)N1CCOCC1